1,1,1,3,3,3-hexafluoro-2-(4'-((8-((3-fluoropyridin-4-yl)methyl)-3,8-diazabicyclo[3.2.1]octan-3-yl)methyl)-2'-methyl-[1,1'-biphenyl]-4-yl)propan-2-ol FC(C(C(F)(F)F)(O)C1=CC=C(C=C1)C1=C(C=C(C=C1)CN1CC2CCC(C1)N2CC2=C(C=NC=C2)F)C)(F)F